(4-cyclopropyl-1H-imidazol-1-yl)-N-(6-(4-isopropyl-4H-1,2,4-triazol-3-yl)pyridin-2-yl)-5-methylbenzofuran-2-carboxamide C1(CC1)C=1N=CN(C1)C1=C(OC2=C1C=C(C=C2)C)C(=O)NC2=NC(=CC=C2)C2=NN=CN2C(C)C